CS(=O)(=O)OCC1=NN(C=C1Br)C1OCCCC1 (4-bromo-1-(tetrahydro-2H-pyran-2-yl)-1H-pyrazol-3-yl)methyl methanesulfonate